methyl (2R,4R)-4-((6-bromo-3-fluoropyridin-2-yl)methyl)-2-methyl-1-((2-(trifluoromethyl)phenyl)sulfonyl)piperidine-4-carboxylate BrC1=CC=C(C(=N1)C[C@@]1(C[C@H](N(CC1)S(=O)(=O)C1=C(C=CC=C1)C(F)(F)F)C)C(=O)OC)F